C(C)(C)(C)OC(=O)N1C(C(C(C(C1)C)O)CN)C 3-(Aminomethyl)-4-hydroxy-2,5-dimethyl-piperidine-1-carboxylic acid tert-butyl ester